C(C)OC(C(C1=C(C(=CC(=C1)C1(CC1)OC)F)OC)Br)=O.NC1=C(SC2=C1C=1N(C(=N2)C2=CC=CC=C2)CCN1)C(=O)N1CCC(CC1)F (9-amino-5-phenyl-2,3-dihydroimidazo[1,2-c]thieno[3,2-e]pyrimidin-8-yl)(4-fluoropiperidin-1-yl)methanone ethyl-2-bromo-2-(3-fluoro-2-methoxy-5-(1-methoxycyclopropyl)phenyl)acetate